(1-(3-chloro-4-fluorophenyl)-1H-1,2,3-triazol-4-yl)(piperidin-1-yl)methanone ClC=1C=C(C=CC1F)N1N=NC(=C1)C(=O)N1CCCCC1